4-([1,1'-biphenyl]-3-yl)-2-amino-6-(piperidin-1-yl)pyridine-3,5-dicarbonitrile C1(=CC(=CC=C1)C1=C(C(=NC(=C1C#N)N1CCCCC1)N)C#N)C1=CC=CC=C1